2-[4,7,10-tris(2-t-butoxy-2-oxoethyl)-1,4,7,10-tetraazacyclododecan-1-yl]acetamide 4-methoxyphenyl-morpholine-4-carbodithioate COC1=CC=C(C=C1)SC(=S)N1CCOCC1.C(C)(C)(C)OC(CN1CCN(CCN(CCN(CC1)CC(OC(C)(C)C)=O)CC(OC(C)(C)C)=O)CC(=O)N)=O